N-[2-({4-[3-(1H-indol-6-yl)-1H-pyrrolo[3,2-b]pyridin-2-yl]pyridin-3-yl}oxy)ethyl]-N-methylethenesulfonamide N1C=CC2=CC=C(C=C12)C1=C(NC=2C1=NC=CC2)C2=C(C=NC=C2)OCCN(S(=O)(=O)C=C)C